[2H]C(C1CN(CCN1)C(=O)OC(C)(C)C)(O)[2H] tert-Butyl 3-(dideutero(hydroxy)methyl)piperazine-1-carboxylate